O=C1NC(CCC1N1C(C2=CC=C(C=C2C1=O)NCCCCCCN1N=CC(=C1)C1=NC2=C(C=CC=C2N=C1)N1CCNCC1)=O)=O 2-(2,6-dioxopiperidin-3-yl)-5-((6-(4-(8-(piperazin-1-yl)quinoxalin-2-yl)-1H-pyrazol-1-yl)hexyl)amino)isoindoline-1,3-dione